2-benzyloxyhexyl-1,3-dibromopropane C(C1=CC=CC=C1)OC(CC(CCBr)Br)CCCC